COC(C1=C(C=CC=C1)OC(C=C)=O)=O acryloyloxybenzoic acid methyl ester